NC=1C=C(C=CC1)S(=O)(=O)NC(=O)C=1C(=NC(=CC1)C(C)(C)C)C1=CC=C(C=C1)Cl N-(3-Aminophenyl)sulfonyl-6-tert-butyl-2-(4-chlorophenyl)pyridin-3-carboxamid